1-(4-chloro-3-fluorophenyl)-9-(5-(pyrrolidin-1-yl)-1,2,4-thiadiazol-3-yl)-1,9-diazaspiro[5.5]undecan-2-one ClC1=C(C=C(C=C1)N1C(CCCC12CCN(CC2)C2=NSC(=N2)N2CCCC2)=O)F